2-(4-nitro-phenyl)-3H-benzoimidazole-5-carboxylic acid methyl-phenyl-amide CN(C(=O)C1=CC2=C(N=C(N2)C2=CC=C(C=C2)[N+](=O)[O-])C=C1)C1=CC=CC=C1